3,5-bis(2-chloroethoxy)-phenylalanine ClCCOC=1C=C(C[C@H](N)C(=O)O)C=C(C1)OCCCl